4-(2-((3-amino-7-methyl-[1,2,4]triazolo[4,3-a]pyridin-6-yl)amino)-7-methyl-8-oxo-7,8-dihydro-9H-purin-9-yl)tetrahydro-2H-pyran-4-carbonitrile NC1=NN=C2N1C=C(C(=C2)C)NC2=NC=C1N(C(N(C1=N2)C2(CCOCC2)C#N)=O)C